BrC1=NC=C(C(=C1)C1=NC2=C(N1C)C=CC=C2)Cl 2-(2-bromo-5-chloropyridin-4-yl)-1-methyl-1H-benzo[d]imidazole